6,8-Dibromo-5-methylimidazo[1,2-a]pyridine BrC=1C=C(C=2N(C1C)C=CN2)Br